C(SC1CC2CCC(C1)N2C)([O-])=S S-(8-methyl-8-azabicyclo[3.2.1]oct-3-yl) dithiocarbonate